NC=1SC(=CN1)C(=O)NC1=C(C=C(C(=C1)C(NC1=NC=C(C=C1)C(C(F)(F)F)(C)O)=O)F)C 2-Amino-N-[4-fluoro-2-methyl-5-[[5-(1,1,1-trifluoro-2-hydroxypropan-2-yl)pyridin-2-yl]carbamoyl]phenyl]-1,3-thiazole-5-carboxamide